1-cyclopropyl-2-(3,4-dimethoxyphenyl)-6-(4-((3aR,6aS)-5-isobutylhexahydropyrrolo[3,4-c]pyrrol-2(1H)-yl)phenyl)-1H-imidazo[4,5-c]pyridine C1(CC1)N1C(=NC=2C=NC(=CC21)C2=CC=C(C=C2)N2C[C@@H]1CN(C[C@@H]1C2)CC(C)C)C2=CC(=C(C=C2)OC)OC